C(C)(C)(C)OC(=O)N1CCC(=CC1)C1=CC=C(C=C1)Br 4-(4-Bromo-phenyl)-3,6-dihydro-2H-pyridine-1-carboxylic acid tert-butyl ester